ethyl decanate C(CCCCCCCCC)(=O)OCC